tert-butyl (1'-(4-((2,6-dioxopiperidin-3-yl)amino)-2-fluorophenyl)-3'-fluoro-[1,4'-bipiperidin]-4-yl)carbamate O=C1NC(CCC1NC1=CC(=C(C=C1)N1CC(C(CC1)N1CCC(CC1)NC(OC(C)(C)C)=O)F)F)=O